ClC1=CC=C(C=C1)C[C@@H](C(=O)O)N(C(=O)OC)C1C2=CC=CC=C2C=2C=CC=CC12 (2S)-3-(4-chlorophenyl)-2-(9H-fluoren-9-yl-methoxycarbonylamino)propanoic acid